C1=CC=CC=2C3=CC=CC=C3C(C12)COC(=O)N[C@@H](C(=O)OC(C)(C)C)CCO tert-butyl (2R)-2-({[(9H-fluoren-9-yl)methoxy]carbonyl}amino)-4-hydroxybutanoate